(2-(4-methylpiperazin-1-yl)-4-(trifluoromethyl)oxazol-5-yl)methanone CN1CCN(CC1)C=1OC(=C(N1)C(F)(F)F)C=O